C1CC12OCC(OC2)CO (4,7-dioxaspiro[2.5]octan-6-yl)methanol